FC(C(C(F)(F)F)C(F)(F)F)(F)COCC(C(C(F)(F)F)C(F)(F)F)(F)F 1,1,3,3,3-pentafluoro-2-trifluoromethylpropyl-methyl ether